(2R,6S)-4-((2-((cyclopentyloxy)methyl)-2'-fluoro-3',5'-dimethoxy-4'-methyl-[1,1'-biphenyl]-4-yl)amino)-2,6-dimethyltetrahydro-2H-pyran-4-carboxylic acid C1(CCCC1)OCC1=C(C=CC(=C1)NC1(C[C@H](O[C@H](C1)C)C)C(=O)O)C1=C(C(=C(C(=C1)OC)C)OC)F